COC1=CC=C(N=N1)OC1(CN(C1)C=1OC2=C(C=C(C=C2C(C1)=O)C)C(C)NC1=C(C(=O)O)C=CC=C1)C 2-[1-[2-[3-(6-Methoxypyridazin-3-yl)oxy-3-methyl-azetidin-1-yl]-6-methyl-4-oxo-chromen-8-yl]ethylamino]benzoic acid